CC1(CCNCC1)C(=O)O (E)-4-methylpiperidine-4-carboxylic acid